2-chloro-9-isopropyl-N-[(2-{8-methyl-3,8-diazabicyclo[3.2.1]octan-3-yl}phenyl)methyl]purin-6-amine ClC1=NC(=C2N=CN(C2=N1)C(C)C)NCC1=C(C=CC=C1)N1CC2CCC(C1)N2C